3-(9-((4-(aminomethyl)-2-(2-(benzylamino)-2-oxoethyl)phenyl)carbamoyl)-4,5-dihydrobenzo[b]thieno[2,3-d]oxepin-8-yl)-6-(propylcarbamoyl)picolinic acid NCC1=CC(=C(C=C1)NC(=O)C1=CC2=C(OCCC3=C2SC=C3)C=C1C=1C(=NC(=CC1)C(NCCC)=O)C(=O)O)CC(=O)NCC1=CC=CC=C1